(S)-tetrahydrofuran-2-formic acid O1[C@@H](CCC1)C(=O)O